C1(=CC=CC=C1)S(=O)(=O)N1CCC2=CC(=CC=C12)C=CC(=O)NO 3-(1-benzenesulfonyl-2,3-dihydro-1H-indol-5-yl)-N-hydroxyacrylamide